C(#C)C=1C(=CC=C2C=C(C=C(C12)C1=C(C=2N=C(N=C(C2C=N1)N(C[C@H]1NCCCC1)C)N1CC2CCC(C1)N2C)F)C(F)(F)F)F 7-(8-ethynyl-7-fluoro-3-(trifluoromethyl)naphthalen-1-yl)-8-fluoro-N-methyl-2-(8-methyl-3,8-diazabicyclo[3.2.1]octan-3-yl)-N-(((S)-piperidin-2-yl)methyl)pyrido[4,3-d]pyrimidin-4-amine